ClC1=CC=C(C=C1)C1=CC(=NO1)C(=O)NCC=1C=C2CN(C(C2=CC1)=O)C1C(NC(CC1)=O)=O 5-(4-chlorophenyl)-N-((2-(2,6-dioxopiperidin-3-yl)-1-oxoisoindolin-5-yl)methyl)isoxazole-3-carboxamide